[Br-].CNC1=CC=C(/C=C/C2=CC=[N+](C=C2)C(C)F)C=C1 (E)-4-(4-(methylamino)styryl)-1-fluoroethylpyridin-1-ium bromide